propan-1-sulfonic acid C(CC)S(=O)(=O)O